C(C)(CC)C=1C(=C(C=C(C1)C(C)(C)C)N1N=C2C(=N1)C=CC=C2)O 2-(3'-s-butyl-2'-hydroxy-5'-t-butylphenyl)benzotriazole